BrC1=NN(C2=NC=NC(=C21)N)C2COCC2 3-Bromo-1-(tetrahydrofuran-3-yl)-1H-pyrazolo[3,4-d]pyrimidin-4-ylamine